C(CCCCCCCC(=O)[O-])(=O)OCCCCCCCCC 9-nonyl azelate